NC1=NC=2C=C(C(=CC2C2=C1COC2)C(=O)N([C@H](C)C=2N=NC(=CC2)C(F)(F)F)C)F 4-amino-7-fluoro-N-methyl-N-((1R)-1-(6-(trifluoromethyl)-3-pyridazinyl)ethyl)-1,3-dihydrofuro[3,4-c]quinoline-8-carboxamide